2-((4-amino-1-methylcyclohexyl)methyl)-4,4-dimethyl-1,2,5-thiadiazolidine 1,1-dioxide NC1CCC(CC1)(C)CN1S(NC(C1)(C)C)(=O)=O